thiazazin S1NN=CC=C1